OC1=CC=CC=2CC3=CC=CC=C3C12 4-hydroxyfluorene